(4-amino-7-chloro-3-methyl-3H-pyrazolo[3,4-c]quinolin-8-yl)((3S)-3-(4-(pentafluoro-lambda~6~-sulfanyl)phenyl)-4-morpholinyl)methanone NC1=NC=2C=C(C(=CC2C2=C1N(N=C2)C)C(=O)N2[C@H](COCC2)C2=CC=C(C=C2)S(F)(F)(F)(F)F)Cl